C(C)(C)(C)OC(=O)N1CCC=2C=C(C(=NC2C1)Br)N 3-amino-2-bromo-5,8-dihydro-1,7-naphthyridine-7(6H)-carboxylic acid tert-butyl ester